CN(C1=NC=2N(C=C1OC(C(C)=O)C)N=CC2)C 3-((5-(dimethylamino)pyrazolo[1,5-a]pyrimidin-6-yl)oxy)butan-2-one